CNC1=NC(N(C2=CC(=CC=C12)C(F)(F)F)CC=1N=C(N(C1)COCC[Si](C)(C)C)C(F)(F)F)=O 4-(methylamino)-7-(trifluoromethyl)-1-((2-(trifluoromethyl)-1-((2-(trimethylsilyl)ethoxy)methyl)-1H-imidazol-4-yl)methyl)quinazolin-2(1H)-one